6'-(((1S,3S)-3-(Oxazolo[5,4-b]pyridin-2-ylamino)cyclopentyl)amino)-2-oxo-2H-[1,3'-bipyridine]-3-carbonitrile N1=C(OC2=NC=CC=C21)N[C@@H]2C[C@H](CC2)NC2=CC=C(C=N2)N2C(C(=CC=C2)C#N)=O